ClC1=CC=C(C=C1)C=1N=C2N(C=CC=N2)C1COC(=O)N1C2CNCC1CC2 [2-(4-chlorophenyl)imidazo[1,2-a]pyrimidin-3-yl]methyl-3,8-diazabicyclo[3.2.1]octane-8-carboxylate